OC1(CC(C1)C(=O)N1CC2(C1)CCC(CC2)OC2=CC=C(C=C2)OC(F)(F)F)C ((1s,3s)-3-Hydroxy-3-methylcyclobutyl)(7-(4-(trifluoromethoxy)phenoxy)-2-azaspiro[3.5]nonan-2-yl)methanon